13-(4-chlorobenzyl)-7,12-dimethyl-1,6,9,12-tetraazabicyclo[11.3.1]heptadecane-2,5,8,11-tetraone ClC1=CC=C(CC23N(C(CNC(C(NC(CCC(N(CCC2)C3)=O)=O)C)=O)=O)C)C=C1